COC(=O)[C@@H]1N(CCN(C1)C)C(=O)OC(C)(C)C (R)-4-methylpiperazine-1,2-dicarboxylic acid 1-(tert-butyl) 2-methyl ester